6-(4-amino-4-(2-fluorophenyl)piperidin-1-yl)-3-(4-chloro-2-methyl-2H-indazol-5-yl)-1H-pyrazole NC1(CCN(CC1)C=1C(=C(C2=CN(N=C2C1)C)Cl)C1=NNC=C1)C1=C(C=CC=C1)F